6-acetyl-N-[rac-2-(4-bromo-2-chloro-phenyl)-2-fluoro-ethyl]-3-[3-(trifluoromethyl)phenoxy]pyridazine-4-carboxamide C(C)(=O)C1=CC(=C(N=N1)OC1=CC(=CC=C1)C(F)(F)F)C(=O)NC[C@H](F)C1=C(C=C(C=C1)Br)Cl |r|